6-methyl-9-acryloyloxy-10-phenoxy-1,4-dihydro-1,4-methanoanthracene CC=1C=C2C(=C3C4C=CC(C3=C(C2=CC1)OC(C=C)=O)C4)OC4=CC=CC=C4